OCC[C@H]1NC2=C(OC1)C=C(C=C2[N+](=O)[O-])S(=O)(=O)N (R)-3-(2-hydroxyethyl)-5-nitro-3,4-dihydro-2H-benzo[b][1,4]oxazine-7-sulfonamide